O1C=NC=C1CNC(=O)NC=1C=CC2=CN(N=C2C1)C1=CC=CC=C1 N-[(1,3-Oxazol-5-yl)methyl]-N'-(2-phenyl-2H-indazol-6-yl)urea